C(C)OC(C(CC(F)F)C1=C(N=NC(=C1)NC(=O)OC(C)(C)C)Cl)=O 2-[6-(tert-Butoxycarbonylamino)-3-chloropyridazin-4-yl]-4,4-Difluorobutyric acid ethyl ester